(7-((1S,2S)-2-(2-chloro-3-fluorophenyl)-4,4-dimethylcyclohexane-1-carbonyl)-5,5-difluoro-2,7-diazaspiro[3.5]nonan-2-yl)prop-2-en-1-one ClC1=C(C=CC=C1F)[C@@H]1[C@H](CCC(C1)(C)C)C(=O)N1CC(C2(CN(C2)C(C=C)=O)CC1)(F)F